CS(=O)(=O)C=1C=C(OC[C@H](CNC2COC3(C2)CCN(CC3)S(=O)(=O)C=3C=NC=CC3)O)C=CC1 (2S)-1-(3-(methylsulfonyl)phenoxy)-3-(8-(pyridin-3-ylsulfonyl)-1-oxa-8-azaspiro[4.5]decan-3-ylamino)propan-2-ol